(S)-3,3'-Dibromo-2'-(tert-butyldimethylsilyloxy)-1,1'-binaphthyl-2-ol BrC1=C(C(=C2C=CC=CC2=C1)C1=C(C(=CC2=CC=CC=C12)Br)O[Si](C)(C)C(C)(C)C)O